CS(=O)(=O)OC1CC2(C1)OC(=NC2)N2[C@H](C1=CC=CC=C1CC2)C2=CC=C(C=C2)F (S)-6-(1-(4-fluorophenyl)-3,4-dihydroisoquinolin-2(1H)-yl)-5-oxa-7-azaspiro[3.4]oct-6-en-2-yl methanesulfonate